1-naphthaleneselenic acid C1(=CC=CC2=CC=CC=C12)C(O)=[Se]